FC=1C(=C(C(=O)N2CC(C2)(O)[C@H]2NCCCC2)C=CC1F)NC1=C(C=C(C=C1)I)F 1-{3,4-difluoro-2-[(2-fluoro-4-iodophenyl)amino]benzoyl}-3-[(2S)-piperidin-2-yl]azetidin-3-ol